ClC=1C=C(C(=O)C2=C(N=C(S2)C)C(=O)OCC)C=CC1Cl ethyl 5-(3,4-dichlorobenzoyl)-2-methylthiazole-4-carboxylate